(3r,5r,8s)-5-isopropenyl-3,8-dimethyl-3,4,5,6,7,8-hexahydro-1(2H)-azulenone C(=C)(C)[C@H]1CC=2[C@@H](CC(C2[C@H](CC1)C)=O)C